(10S,11R)-6-(2,6-dimethylphenyl)-11-methyl-2,2-dioxo-10-[4-(trifluoromethyl)phenyl]-9-oxa-2λ6-thia-3,5,12,19-tetrazatricyclo[12.3.1.14,8]nonadeca-1(18),4(19),5,7,14,16-hexaen-13-one CC1=C(C(=CC=C1)C)C1=NC=2NS(C=3C=CC=C(C(N[C@@H]([C@@H](OC(=C1)N2)C2=CC=C(C=C2)C(F)(F)F)C)=O)C3)(=O)=O